C[C@H]1C2=C(C3=C(C=C(C=C3)O)OC2=O)O[C@]1(C)CCC/C(=C/C(=O)C=C(C)C)/C The molecule is a furanocoumarin that is 2,3-dihydrofuro[3,2-c]coumarin substituted by a hydroxy group at position 7, methyl groups at positions 2 and 3 (relatively cis configuration) and a 4,8-dimethyl-4(E),7-nonadien-6-onyl moiety at position 2. Isolated from the roots of Ferula fukanensis, it inhibits production of nitric oxide (NO). It has a role as a metabolite and an EC 1.14.13.39 (nitric oxide synthase) inhibitor. It is a furanocoumarin, a sesquiterpenoid, a member of phenols and an aromatic ketone.